2-((1-methyl-3-(oxetan-3-yloxy)-1H-pyrazol-4-yl)amino)-7-(tetrahydro-2H-pyran-3-yl)-7H-pyrrolo[2,3-d]pyrimidine-6-carbonitrile CN1N=C(C(=C1)NC=1N=CC2=C(N1)N(C(=C2)C#N)C2COCCC2)OC2COC2